ClC1=CC=C2C(=C(NC2=C1)C(=O)N1CC(CC1)C#CC=1C=C2CN(C(C2=CC1)=O)C1C(NC(CC1)=O)=O)C 3-(5-((1-(6-Chloro-3-methyl-1H-indole-2-carbonyl)pyrrolidin-3-yl)ethynyl)-1-oxoisoindolin-2-yl)piperidine-2,6-dione